5-(2,5-dioxotetrahydrofuryl)-3-methyl-cyclohexene-1,2-dicarboxylic anhydride O=C1OC(CC1C1CC(C2=C(C1)C(=O)OC2=O)C)=O